ClC=1C=C2C=NNC2=CC1NCC1=NOC(=C1)C 5-chloro-N-((5-methylisoxazol-3-yl)methyl)-1H-indazol-6-amine